2,2-dibromo-1-(4-(methylthio)phenyl)ethan-1-one BrC(C(=O)C1=CC=C(C=C1)SC)Br